4-cyclobutylmethyl-4-(2-thienyl)-1,3-benzoxazin-2(4H)-one C1(CCC1)CC1(NC(OC2=C1C=CC=C2)=O)C=2SC=CC2